Methyl (R)-4-amino-3-oxopentanoate N[C@@H](C(CC(=O)OC)=O)C